C(C)C1=CC=C(OCCCCCC(C)=O)C=C1 7-(4-ethylphenoxy)heptan-2-one